N-[(1S)-1-[5-(7-methoxy-2-methylquinolin-6-yl)-1H-imidazol-2-yl]-7-(1,3-oxazol-2-yl)-7-oxoheptyl]-4,5,6,7-tetrahydropyrazolo[1,5-a]pyridine-2-carboxamide COC1=C(C=C2C=CC(=NC2=C1)C)C1=CN=C(N1)[C@H](CCCCCC(=O)C=1OC=CN1)NC(=O)C1=NN2C(CCCC2)=C1